cholesta-5,7-dien-3β,20-diol CC(C)CCC[C@@](C)([C@H]1CC[C@H]2C3=CC=C4C[C@H](CC[C@]4(C)[C@H]3CC[C@]12C)O)O